ClC1=C(N=C(NC1=O)C1=CC=NC=C1)N1CCN(CC1)CC#N 2-[4-[5-chloro-6-oxo-2-(4-pyridinyl)-1H-pyrimidin-4-yl]piperazin-1-yl]acetonitrile